ClC1=CC(=C(COC=2C=C(C=CC2)C=2CCN(CC2)CC2=NC3=C(N2C[C@H]2OCC2)C=C(C=C3)C(=O)OC(C)(C)C)C=C1)F tert-butyl (S)-2-((4-(3-((4-chloro-2-fluorobenzyl)oxy)phenyl)-3,6-dihydropyridin-1(2H)-yl)methyl)-1-(oxetan-2-ylmethyl)-1H-benzo[d]imidazole-6-carboxylate